ClC1=CC=C(C=C1)C1(CC(C1)N1C(OC(=N1)CN1C=NC=2N=CN(C2C1=O)C)=O)F 3-((1s,3s)-3-(4-chlorophenyl)-3-fluorocyclobutyl)-5-((7-methyl-6-oxo-6,7-dihydro-1H-purin-1-yl)methyl)-1,3,4-oxadiazol-2(3H)-one